ClC1=C(C(=NC(=N1)C=1C=NC=CC1)Cl)C(F)(F)F dichloro-2-(3-pyridyl)-5-trifluoromethylpyrimidine